1,1,1-trifluoro-5-methylhexane-2,4-dione FC(C(CC(C(C)C)=O)=O)(F)F